N1-(4-(2-chloro-5-fluorophenoxy)-7-(ethylcarbamoyl)-5-(3-fluoro-5-(trifluoromethyl)benzamido)-1-methyl-1H-indazol-3-yl)-N2-ethylphthalamide ClC1=C(OC2=C3C(=NN(C3=C(C=C2NC(C2=CC(=CC(=C2)C(F)(F)F)F)=O)C(NCC)=O)C)NC(C=2C(C(=O)NCC)=CC=CC2)=O)C=C(C=C1)F